4''-acetamido-4'-amino-4-chloro-[1,1':3',1''-terphenyl]-5'-carboxamide C(C)(=O)NC1=CC=C(C=C1)C=1C=C(C=C(C1N)C(=O)N)C1=CC=C(C=C1)Cl